8-(6-((2-(3-(dimethylamino)azetidin-1-yl)ethoxy)methyl)pyridin-3-yl)-1-isopropyl-3-methyl-1H-imidazo[4,5-c]cinnolin-2(3H)-one CN(C1CN(C1)CCOCC1=CC=C(C=N1)C1=CC=2C3=C(N=NC2C=C1)N(C(N3C(C)C)=O)C)C